CC1=C(C=CC=C1OC(F)(F)F)C=O (2-methyl-3-(trifluoromethoxy)phenyl)methanone